benzyl (5S,8S,10aR)-5-((tert-butoxycarbonyl)amino)-8-(3-(4-(dimethylamino)pyridin-3-yl)azetidine-1-carbonyl)-6-oxooctahydropyrrolo[1,2-a][1,5]diazocine-3(4H)-carboxylate C(C)(C)(C)OC(=O)N[C@H]1CN(CC[C@@H]2N(C1=O)[C@@H](CC2)C(=O)N2CC(C2)C=2C=NC=CC2N(C)C)C(=O)OCC2=CC=CC=C2